(R)-4-(difluoromethyl)-N-(5-(5-methyl-1,2,4-oxadiazol-3-yl)-2,3-dihydro-1H-inden-1-yl)picolinamide FC(C1=CC(=NC=C1)C(=O)N[C@@H]1CCC2=CC(=CC=C12)C1=NOC(=N1)C)F